(S)-1-(benzofuran-6-yl)-N-methylpropan-2-amine O1C=CC2=C1C=C(C=C2)C[C@H](C)NC